3-(5-Ethyl-1,3-thiazol-2-yl)-5-(tetrahydro-2H-pyran-4-ylmethoxy)benzoic acid methyl ester COC(C1=CC(=CC(=C1)OCC1CCOCC1)C=1SC(=CN1)CC)=O